C(#N)C=1C=C(C(=O)N2CC(C2)S(=O)(=O)N2C3=C(OCC2)C(=CN=C3)C3=CC=C(C#N)C=C3)C=CC1 4-(4-((1-(3-cyanobenzoyl)azetidin-3-yl)sulfonyl)-3,4-dihydro-2H-pyrido[4,3-b][1,4]oxazin-8-yl)-benzonitrile